C(C=C)(=O)N1[C@H](CN(CC1)C=1C2=C(N=C(N1)OCC13CCCN3CCC1)N=C(C(=C2)Cl)C2=CC=CC1=CC=CC(=C21)Cl)CC#N (S)-2-(1-acryloyl-4-(6-chloro-7-(8-chloronaphthalen-1-yl)-2-((tetrahydro-1H-pyrrolizin-7a(5H)-yl)methoxy)pyridino[2,3-d]pyrimidin-4-yl)piperazin-2-yl)acetonitrile